hydroxymethyl-phosphine chloride [Cl-].OCP